methyl (2E)-3-[4-(4-{[4-(2-bromoethyl)phenyl]amino}-4-oxobutyl)phenyl]prop-2-enoate BrCCC1=CC=C(C=C1)NC(CCCC1=CC=C(C=C1)/C=C/C(=O)OC)=O